tert-butyl (s)-(1-((3-((3-carbamoyl-6-cyclopropyl-5-ethylpyrazin-2-yl)amino)-5-methoxyphenethyl)amino)-1-oxopropan-2-yl)(methyl)carbamate C(N)(=O)C=1C(=NC(=C(N1)CC)C1CC1)NC=1C=C(CCNC([C@H](C)N(C(OC(C)(C)C)=O)C)=O)C=C(C1)OC